NC1=C(C=NC(=C1)OC)/C=C/CC(=O)OC(C)(C)C tert-Butyl (E)-4-(4-amino-6-methoxy pyridin-3-yl)-3-butenoate